C(CCC)C=1C(NC2=CC=CC=C2N1)=O 3-butyl-2(1H)quinoxalinone